[Si](C)(C)(C(C)(C)C)OC=1C=C(CP(OC)(OC)=O)C=C(C1C(C)(CCO[Si](C)(C)C(C)(C)C)C)C Dimethyl (3-((tert-butyldimethylsilyl)oxy)-4-(4-((tert-butyldimethylsilyl)oxy)-2-methylbutan-2-yl)-5-methylbenzyl)phosphonate